1,2,4-triethoxynaphthalene C(C)OC1=C(C=C(C2=CC=CC=C12)OCC)OCC